N-(6-(2H-1,2,3-triazol-2-yl)-5-(trifluoromethyl)pyridin-3-yl)-2,4'-difluoro-2',5-Diiodo-[1,1'-biphenyl]-4-carboxamide N=1N(N=CC1)C1=C(C=C(C=N1)NC(=O)C1=CC(=C(C=C1I)C1=C(C=C(C=C1)F)I)F)C(F)(F)F